(M)-5-Amino-1-ethyl-4-(3-hydroxy-2,6-dimethylphenyl)-1H-pyrrolo[2,3-b]pyridine-3,6-dicarboxamide NC=1C(=C2C(=NC1C(=O)N)N(C=C2C(=O)N)CC)C2=C(C(=CC=C2C)O)C